COCC(OCC(C)OC1=CC=CC=C1)C dipropylene glycol phenyl methyl ether